Phosphonoacetate Sodium [Na+].P(=O)(O)(O)CC(=O)[O-]